NC1=NN2C(N=CC=C2)=C1C(=O)NC(C)C1=CC(=C2C=NN(C2=C1OCC)CC1=CC=CC=C1)Cl 2-amino-N-(1-(1-benzyl-4-chloro-7-ethoxy-1H-indazol-6-yl)ethyl)pyrazolo[1,5-a]pyrimidine-3-carboxamide